(R)-1-(2-chloro-5-fluoropyridin-3-yl)ethyl (1-methyl-4-(2-oxo-2,3-dihydro-1H-pyrido[2,3-b][1,4]oxazin-6-yl)-1H-1,2,3-triazol-5-yl)carbamate CN1N=NC(=C1NC(O[C@H](C)C=1C(=NC=C(C1)F)Cl)=O)C=1C=CC2=C(OCC(N2)=O)N1